2,4-bis(allyloxy)-6-(4-nonylphenoxy)-1,3,5-triazine C(C=C)OC1=NC(=NC(=N1)OCC=C)OC1=CC=C(C=C1)CCCCCCCCC